N-bis(2-ethylhexyl)aminomethyl-benzotriazole C(C)C(CN(CC(CCCC)CC)CN1N=NC2=C1C=CC=C2)CCCC